OC=1C=C(OC(C(=O)OC)CC)C=CC1C1=NC(=NC(=N1)C1=C(C=C(C=C1)OC(CC)C(=O)OC)O)C1=CC=C(C=C1)OC methyl 2-[3-hydroxy-4-[4-[2-hydroxy-4-(1-methoxycarbonylpropoxy)phenyl]-6-(4-methoxyphenyl)-1,3,5-triazin-2-yl]phenoxy]butanoate